phenylalanyl-cysteine N[C@@H](CC1=CC=CC=C1)C(=O)N[C@@H](CS)C(=O)O